1-(pyrazin-2-ylmethyl)indol-5-amine N1=C(C=NC=C1)CN1C=CC2=CC(=CC=C12)N